C1(OCC(C)O1)=O Propylen Carbonat